3-benzyl-4-oxobutanoate C(C1=CC=CC=C1)C(CC(=O)[O-])C=O